decafluoro-3-methoxy-4-(trifluoromethyl)pentane uranium(Vi) [U+6].FC(C(C(C(C(F)(F)F)(F)F)(OC)F)(C(F)(F)F)F)(F)F